COC=1C=C(N(N1)C1=NC=CC=N1)C(C)C1=C(C(=O)N)C=C(C=C1C(F)(F)F)C(F)(F)F [1-(5-methoxy-2-pyrimidin-2-yl-pyrazol-3-yl)ethyl]-3,5-bis(trifluoromethyl)benzamide